CN1N=CC=C1NC(=O)[C@@H]1CC12CCN(CC2)C(=O)OC(C(F)(F)F)C(F)(F)F |o1:9| 1,1,1,3,3,3-hexafluoro-propan-2-yl (R or S)-1-((1-methyl-1H-pyrazol-5-yl)-carbamoyl)-6-azaspiro[2.5]-octane-6-carboxylate